C(=C)[Si]1(O[Si](O[Si](O1)(C)C=C)(C)C=C)C Trivinyltrimethyl-Cyclotrisiloxane